ClC1=C(C(=CC=C1)Cl)S(=O)(=O)N1CCN(CC1)C1=CC=CC2=C1C=C(O2)C(=O)NC2=CC(=CC(=C2)C)C 4-(4-((2,6-dichlorophenyl)sulfonyl)piperazin-1-yl)-N-(3,5-dimethylphenyl)benzofuran-2-carboxamide